7-(3,5-dimethyl-1,2-Oxazol-4-yl)-N-[(2S)-1-piperazin-1-ylpropan-2-yl]Thieno[3,2-d]Pyrimidine-4-amine hydrochloride Cl.CC1=NOC(=C1C1=CSC2=C1N=CN=C2N[C@H](CN2CCNCC2)C)C